2-{[8-(3-methyl-1H-indazol-6-yl)-3-oxo-1H,2H,3H-benzo[e]isoindol-2-yl]methyl}prop-2-enamide CC1=NNC2=CC(=CC=C12)C=1C=CC2=C(C=3CN(C(C3C=C2)=O)CC(C(=O)N)=C)C1